2-acetyl-8-(4-(difluoro-methyl)cyclohexyl)-5-(4-(trifluoromethyl)benzyl)-2,5,8-triazaspiro[3.5]-nonane-6,9-dione C(C)(=O)N1CC2(C1)N(C(CN(C2=O)C2CCC(CC2)C(F)F)=O)CC2=CC=C(C=C2)C(F)(F)F